2-(2-methoxy-4-(4,4,5,5-tetramethyl-1,3,2-dioxaborolan-2-yl)phenoxy)-4-methylpyrimidine COC1=C(OC2=NC=CC(=N2)C)C=CC(=C1)B1OC(C(O1)(C)C)(C)C